2-((2-fluoro-4-iodophenyl)amino)-N-(2-hydroxyethoxy)-7-oxo-4,5,6,7-tetrahydrobenzo[b]thiophene-3-carboxamide FC1=C(C=CC(=C1)I)NC1=C(C2=C(S1)C(CCC2)=O)C(=O)NOCCO